(S)-2,2,2-trifluoro-1-(2-(hydroxymethyl)pyrrolidin-1-yl)ethan-1-one FC(C(=O)N1[C@@H](CCC1)CO)(F)F